COC1=C(C=CC(=C1)OC)CN(S(=O)(=O)C1=C(C=C(C=C1F)N1C[C@@](CCC1)(CCC1=CC(=CC=C1)C(F)(F)F)N([C@H]1COCC1)C)F)C1=NC=NC=C1 N-[(2,4-dimethoxyphenyl)methyl]-2,6-difluoro-4-[(3S)-3-[methyl-[(3R)-tetrahydrofuran-3-yl]amino]-3-[2-[3-(trifluoromethyl)phenyl]ethyl]-1-piperidyl]-N-pyrimidin-4-yl-benzenesulfonamide